(S)-3-((5-Bromo-2-hydroxyphenyl)sulfonamido)-5-cyclopropyl-6-fluoro-2-hydroxy-N-(tetrahydrofuran-3-yl)benzamide BrC=1C=CC(=C(C1)S(=O)(=O)NC=1C(=C(C(=O)N[C@@H]2COCC2)C(=C(C1)C1CC1)F)O)O